(R)-(3-Aminopiperidin-1-yl)(2-(1-benzyl-1H-indol-2-yl)-3-methylimidazo[1,2-a]pyridin-7-yl)methanone N[C@H]1CN(CCC1)C(=O)C1=CC=2N(C=C1)C(=C(N2)C=2N(C1=CC=CC=C1C2)CC2=CC=CC=C2)C